3-(4-aminoimidazo[2,1-f][1,2,4]triazin-7-yl)-4-methyl-N-(1,3,5-trimethyl-1H-pyrazol-4-yl)benzenesulfonamide NC1=NC=NN2C1=NC=C2C=2C=C(C=CC2C)S(=O)(=O)NC=2C(=NN(C2C)C)C